tert-Butyl 2-[1-[6-methyl-2-(1-methylindol-3-yl)-4-oxo-chromen-8-yl]ethylamino]benzoate CC=1C=C2C(C=C(OC2=C(C1)C(C)NC1=C(C(=O)OC(C)(C)C)C=CC=C1)C1=CN(C2=CC=CC=C12)C)=O